triethylchloroacetic acid C(C)OC(C(Cl)(CC)CC)=O